N-(5-Bromo-6-(2-(dimethylamino)ethoxy)pyridin-2-yl)-2'-cyclopropyl-4'-(5-methyl-1,2,4-oxadiazol-3-yl)-[1,1'-biphenyl]-4-carboxamid BrC=1C=CC(=NC1OCCN(C)C)NC(=O)C1=CC=C(C=C1)C1=C(C=C(C=C1)C1=NOC(=N1)C)C1CC1